The molecule is a linear seventeen-membered polypeptide comprising the sequence Glu-Asn-Pro-Val-Val-Ala-Phe-Phe-Lys-Asn-Ile-Val-Thr-Pro-Arg-Thr-Pro. Corresponds to the sequence of the myelin basic protein 83-99 (MBP83-99) immunodominant epitope with the histidyl residue at position 88 replaced by alanyl [MBP83-99(A(88))]. It has a role as an epitope. CCC(C)[C@@H](C(=O)N[C@@H](C(C)C)C(=O)N[C@@H](C(C)O)C(=O)N1CCC[C@H]1C(=O)N[C@@H](CCCNC(=N)N)C(=O)N[C@@H](C(C)O)C(=O)N2CCC[C@H]2C(=O)O)NC(=O)[C@H](CC(=O)N)NC(=O)[C@H](CCCCN)NC(=O)[C@H](CC3=CC=CC=C3)NC(=O)[C@H](CC4=CC=CC=C4)NC(=O)[C@H](C)NC(=O)[C@H](C(C)C)NC(=O)[C@H](C(C)C)NC(=O)[C@@H]5CCCN5C(=O)[C@H](CC(=O)N)NC(=O)[C@H](CCC(=O)N)N